[Au].[Pd] Palladium-Gold